ClC1=CC=C(C(=N1)CNC[C@@H](C)O)F (R)-1-(((6-chloro-3-fluoropyridin-2-yl)methyl)amino)propan-2-ol